N-(biphenyl-4-yl)-9,9-dimethyl-N-(4-(9-phenyl-9H-carbazol-3-yl)phenyl)-9H-fluorene-2-amine C1(=CC=C(C=C1)N(C1=CC=2C(C3=CC=CC=C3C2C=C1)(C)C)C1=CC=C(C=C1)C=1C=CC=2N(C3=CC=CC=C3C2C1)C1=CC=CC=C1)C1=CC=CC=C1